ClC1=C(C=CC=C1)N1C(N=C(C2=C1N=C(C=C2)C(F)(F)F)NC2(CCC2)C)=O 1-(2-chlorophenyl)-4-[(methylcyclobutyl)amino]-7-(trifluoromethyl)pyrido-[2,3-d]pyrimidin-2(1H)-one